5-Methyl-N-(6-methylpyridin-2-yl)-1-(p-tolyl)-1H-1,2,3-triazole-4-carboxamide CC1=C(N=NN1C1=CC=C(C=C1)C)C(=O)NC1=NC(=CC=C1)C